2-(TRIFLUOROMETHYL)NAPHTHALENE-8-BORONIC ACID FC(C1=CC2=C(C=CC=C2C=C1)B(O)O)(F)F